Aza-azepine N1N=CC=CC=C1